(2R)-N-[2-fluoro-4-methyl-5-(4,4,5,5-tetramethyl-1,3,2-dioxaborolan-2-yl)phenyl]-2-(trifluoromethyl)morpholine-4-carboxamide FC1=C(C=C(C(=C1)C)B1OC(C(O1)(C)C)(C)C)NC(=O)N1C[C@@H](OCC1)C(F)(F)F